(S)-2-((R)-3-Methyl-morpholin-4-yl)-9-(2-oxopropyl)-8-trifluoromethyl-6,7,8,9-tetrahydro-pyrimido[1,2-a]-pyrimidin-4-one C[C@H]1N(CCOC1)C=1N=C2N(C(C1)=O)CC[C@H](N2CC(C)=O)C(F)(F)F